8-benzoyl-2-(4-fluorobenzyl)-2,8-diazaspiro[4.5]decan-1-one C(C1=CC=CC=C1)(=O)N1CCC2(CCN(C2=O)CC2=CC=C(C=C2)F)CC1